NC=1C(=NC=NC1Cl)NC=1C=C(C=CC1N1CCN(CC1)C)C1=CC=C(C=C1)NC(C1=CC=CC=C1)=O N-(3'-((5-amino-6-chloropyrimidin-4-yl)amino)-4'-(4-methylpiperazin-1-yl)-[1,1'-biphenyl]-4-yl)benzamide